O=C1N(CC2=CC(=CC=C12)C1=NC=CC(=C1)CN1[C@@H](CCC1)C1=CC=CC=C1)C1C(NC(CC1)=O)=O 3-(1-oxo-5-(4-(((S)-2-phenylpyrrolidin-1-yl)methyl)pyridin-2-yl)isoindolin-2-yl)piperidine-2,6-dione